ClC1=C(C(=CC=C1)Cl)NC=1N(C2=NC(=NC=C2N1)NC(C)C)C1CCC(CC1)C(=O)N (1s,4s)-4-(8-(2,6-dichlorophenylamino)-2-(isopropylamino)-9H-purin-9-yl)cyclohexanecarboxamide